O=C1NC(CCC1NC=1C=C(C=CC1)C#CCNC(C1=NC=C(C=C1C)C1=C(C=C(C=C1)N(C)C1=C2C=C(C(N(C2=CC(=C1)CC)C)=O)C)C(F)(F)F)=O)=O N-(3-(3-((2,6-dioxopiperidin-3-yl)amino)phenyl)prop-2-yn-1-yl)-5-(4-((7-ethyl-1,3-dimethyl-2-oxo-1,2-dihydroquinolin-5-yl)(methyl)amino)-2-(trifluoromethyl)phenyl)-3-methylpicolinamide